COC=1C=2N(N=CC1)C=CC2C=2C=C1C(=NC2)N=C(N1CC1=NC(=NO1)C)C 6-(4-methoxypyrrolo[1,2-b]pyridazin-5-yl)-2-methyl-1-((3-methyl-1,2,4-oxadiazol-5-yl)methyl)-1H-imidazo[4,5-b]pyridine